(S)-5-(4-(3-((2-(1-hydroxyethyl)-1H-imidazol-1-yl)methyl)isoxazol-5-yl)phenyl)pent-4-ynylamide O[C@@H](C)C=1N(C=CN1)CC1=NOC(=C1)C1=CC=C(C=C1)C#CCCC[NH-]